NC=1C=CC2=C(N=NN(C2=O)C2C(NC(CC2)=O)=O)C1 3-(7-amino-4-oxobenzo[d][1,2,3]triazin-3(4H)-yl)piperidin-2,6-dione